4-((Methylamino)methyl)piperidine-1-carboxylic acid tert-butyl ester C(C)(C)(C)OC(=O)N1CCC(CC1)CNC